1,2,3-Tris(t-butoxycarbonyl)guanidine C(C)(C)(C)OC(=O)NC(=NC(=O)OC(C)(C)C)NC(=O)OC(C)(C)C